(S)-N-(2-(benzo[d][1,3]dioxol-5-yl)ethylidene)-2-methylpropane-2-sulfinamide O1COC2=C1C=CC(=C2)CC=N[S@@](=O)C(C)(C)C